C(N)(=O)[C@H]1N2C(N([C@H](C=C1C)C2)O[C@@H](C(=O)OCOC(=O)NC(C(=O)OCC)C(C)C)F)=O Ethyl 2-[[(2R)-2-[[(2S,5R)-2-carbamoyl-3-methyl-7-oxo-1,6-diazabicyclo[3.2.1]oct-3-en-6-yl] oxy]-2-fluoro-acetyl] oxymethoxycarbonylamino]-3-methylbutanoate